C(#N)C1(COCC2=CC=C(C=C12)C(=O)NCC1=NC=C2C=CC(=NC2=C1)N1N=C(C(=C1)F)NCCCO)C 4-cyano-N-((2-(4-fluoro-3-((3-hydroxypropyl)amino)-1H-pyrazol-1-yl)-1,6-naphthyridin-7-yl)methyl)-4-methylisochromane-6-carboxamide